C1(CC1)C=1C=C(C=2N(C1)C=C(N2)CN(C(OC(C)(C)C)=O)C)N2C(N(C(C2)=O)CC(C)(C)O)=O tert-butyl ((6-cyclopropyl-8-(3-(2-hydroxy-2-methylpropyl)-2,4-dioxoimidazolidin-1-yl)imidazo[1,2-a]pyridin-2-yl)methyl)(methyl)carbamate